C(CC)N(CCC)CCC.P(=O)(O)(O)OC[C@@H]1[C@H]([C@H]([C@@H](O1)N1C(=O)NC(=O)C=C1)O)O uridine 5'-monophosphate tri-n-propylamine salt